(4E,4'E)-3-Methyl-6,7-dihydrobenzofuran-4(5H)-one-O-(4-(4-(4-(((E)-(3-methyl-6,7-dihydrobenzofuran-4(5H)-ylidene)amino)oxy)but-2-yn-1-yl)piperazin-1-yl)but-2-yn-1-yl)oxime CC1=COC2=C1\C(\CCC2)=N\OCC#CCN2CCN(CC2)CC#CCO\N=C\2/CCCC1=C2C(=CO1)C